OC1CCC(CC1)C(=O)O[C@H]1[C@@H](OC2=CC(=CC(=C2C1)O)O)C1=CC(=C(C(=C1)O)O)O (2S,3R)-5,7-dihydroxy-2-(3,4,5-trihydroxyphenyl)chroman-3-yl (1s,4S)-4-hydroxycyclohexane-1-carboxylate